C(N)(=O)C=1C=C(C=CC1F)NC(=O)[C@@H]1O[C@@]([C@@H]([C@H]1C1=C(C=C(C=C1)F)OC(F)F)C)(C(F)(F)F)C |&1:15| (2R,3S,4R,SR)-N-(3-carbamoyl-4-fluoro-phenyl)-3-[2-(difluoromethoxy)-4-fluoro-phenyl]-4,5-dimethyl-5-(trifluoromethyl)tetrahydrofuran-2-carboxamide